BrC1=CC=C(C2=C1N(C(=N2)C)CC(=O)OC(C)(C)C)C(=O)OC Methyl 7-bromo-1-(2-(tert-butoxy)-2-oxoethyl)-2-methyl-1H-benzo[d]imidazole-4-carboxylate